CC=1C=C2C3=C(C=C(C(=C3)C)O)C3(CCCC3)OC2=CC1O 2,9-Dimethylspiro[benzo[c]chromene-6,1'-cyclopentane]-3,8-diol